ClC=1C=C2C=NC(=NC2=CC1C1CCN(CC1)C1COC1)NC=1C=NN(C1)C1CC1 6-chloro-N-(1-cyclopropyl-1H-pyrazol-4-yl)-7-(1-(oxetan-3-yl)piperidin-4-yl)quinazolin-2-amine